FC(OC1=CC(=NN1)NC1=CC=C2C(=N1)N(C(=N2)C)CC2(CCOCC2)O)F 4-((5-((5-(difluoromethoxy)-1H-pyrazol-3-yl)amino)-2-methyl-3H-imidazo[4,5-b]pyridin-3-yl)methyl)tetrahydro-2H-pyran-4-ol